(dimethylamino)-2'-oxospiro[cyclopropane-1,3'-indoline] CN(C)N1C(C2(C3=CC=CC=C13)CC2)=O